NC=1C2=C(N=CN1)N(C1=C2N=C(C=C1C)C(F)(F)F)CC(=O)N1[C@@H]2C[C@@]2(C[C@H]1C(=O)NC1=NC(=CC=C1)Br)C (1R,3S,5R)-2-(2-(4-amino-8-methyl-6-(trifluoromethyl)-9H-pyrido[2',3':4,5]pyrrolo[2,3-d]pyrimidin-9-yl)acetyl)-N-(6-bromopyridin-2-yl)-5-methyl-2-azabicyclo[3.1.0]hexane-3-carboxamide